FC(C(=O)O)(F)F.NC=1C=C(NC2C(NC(CC2)=O)=O)C=CC1 3-(3-Aminoanilino)piperidine-2,6-dione trifluoroacetate